N(=NC(C)(C)OC(C)=O)C(C)(C)OC(C)=O 2,2'-azo-bis(2-acetoxy-propane)